(S)-2-Amino-3-(4-(5-(4'-hydroxy-6-methoxybiphenyl-3-yl)-1,2,4-oxadiazol-3-yl)phenyl)propanamide N[C@H](C(=O)N)CC1=CC=C(C=C1)C1=NOC(=N1)C=1C=C(C(=CC1)OC)C1=CC=C(C=C1)O